ClCCCOC1=CC=C(C=C1)C(C)=O 1-(4-(3-chloropropoxy)phenyl)ethane-1-one